(S)-2-(3,3-Dimethyl-morpholin-4-yl)-9-(2-oxo-2-phenylethyl)-8-trifluoromethyl-6,7,8,9-tetrahydro-pyrimido[1,2-a]-pyrimidin-4-one CC1(N(CCOC1)C=1N=C2N(C(C1)=O)CC[C@H](N2CC(C2=CC=CC=C2)=O)C(F)(F)F)C